2-(difluoromethyl)-1-[(1R)-1-(4-methoxycyclohexyl)ethyl]-N-[(6-methyl-4-methylsulfanyl-2-oxo-1H-pyridin-3-yl)methyl]indole-3-carboxamide FC(C=1N(C2=CC=CC=C2C1C(=O)NCC=1C(NC(=CC1SC)C)=O)[C@H](C)C1CCC(CC1)OC)F